5-(n-propyl)-7-oxo-bicyclo[2.2.1]Hept-2-ene C(CC)C1C2C=CC(C1)C2=O